1-(4-(1H-pyrrol-3-yl)phenyl)-3-(4-methoxyphenyl)-7-((2,2,2-trifluoroethyl)amino)-3,4-dihydropyrimido[4,5-d]pyrimidin-2(1H)-one N1C=C(C=C1)C1=CC=C(C=C1)N1C(N(CC=2C1=NC(=NC2)NCC(F)(F)F)C2=CC=C(C=C2)OC)=O